[8-(1-octylnonoxy)-8-oxo-octyl] (2S,4S)-4-azidopyrrolidine-2-carboxylate N(=[N+]=[N-])[C@H]1C[C@H](NC1)C(=O)OCCCCCCCC(=O)OC(CCCCCCCC)CCCCCCCC